6-Methyl-4-(4-o-tolylpiperazin-1-yl)coumarin CC=1C=C2C(=CC(OC2=CC1)=O)N1CCN(CC1)C1=C(C=CC=C1)C